COC1=CC=C(C=C1)C(C(NC1=CC=C(C=C1)[Si](C)(C)C)=O)NC(=O)C1COCC1 N-(1-(4-methoxyphenyl)-2-oxo-2-((4-(trimethylsilyl)phenyl)amino)ethyl)tetrahydrofuran-3-carboxamide